C(C)(C)N1C(C(C=2C1=CC=1C(=NN=C(C1C2)C)N[C@H](C)C2=C(C(=CC=C2)C(CO)(F)F)C)(C)C)=O 1-isopropyl-3,3,5-trimethyl-8-[[(1R)-1-[3-(1,1-difluoro-2-hydroxy-ethyl)-2-methyl-phenyl]ethyl]amino]pyrrolo[2,3-g]phthalazin-2-one